(3R)-3-cyclopentyl-3-[4-(7H-pyrrolo[2,3-d]pyrimidin-4-yl)-1H-pyrazol-1-yl]propanenitrile C1(CCCC1)[C@@H](CC#N)N1N=CC(=C1)C=1C2=C(N=CN1)NC=C2